tert-butyl 3-(4-iodophenyl)-2-oxo-1-oxa-3,8-diazaspiro[4.5]decane-8-carboxylate IC1=CC=C(C=C1)N1C(OC2(C1)CCN(CC2)C(=O)OC(C)(C)C)=O